(S)-1-((2S,4R)-1-(4-(benzyloxy)-3,5-difluorobenzoyl)-4-fluoropyrrolidine-2-carbonyl)pyrrolidine-2-carbonitrile C(C1=CC=CC=C1)OC1=C(C=C(C(=O)N2[C@@H](C[C@H](C2)F)C(=O)N2[C@@H](CCC2)C#N)C=C1F)F